Cl.Cl.C(N)(=N)C1=CC(=C(C=C1)COC1=CC=CC=C1)F 4-amidino(phenoxymethyl)-2-fluorobenzene dihydrochloride